(S)-3-((cyclopropylmethyl)amino)-2-(2-fluoro-4-(pyrrolidin-2-yl)phenyl)-N-(3-(4-fluoropiperidin-1-yl)propyl)benzo[d]imidazo[2,1-b]thiazole-7-carboxamide C1(CC1)CNC1=C(N=C2SC3=C(N21)C=CC(=C3)C(=O)NCCCN3CCC(CC3)F)C3=C(C=C(C=C3)[C@H]3NCCC3)F